N(C1=CC=CC=C1)CCC[Si](OCC)(OCC)OCC 3-aniLinopropyltriethoxysilane